bromo-(5-fluoro-3-pyridyl)magnesium Br[Mg]C=1C=NC=C(C1)F